3-(5-(4-(5-methoxypyridin-2-yl)-1H-1,2,3-triazol-1-yl)-1-oxoisoindolin-2-yl)piperidine-2,6-dione COC=1C=CC(=NC1)C=1N=NN(C1)C=1C=C2CN(C(C2=CC1)=O)C1C(NC(CC1)=O)=O